C(#N)CCOCCOCCNC(OC(C)(C)C)=O tert-butyl (2-(2-(2-cyanoethoxy)ethoxy)ethyl)carbamate